C(C)(C)(C)OC(CN1CCN(CCN(CCN(CC1)CC1=CC=C(C=C1)OCC)CC(OC(C)(C)C)=O)[C@H](C(=O)OC)CCC(=O)OC)=O dimethyl (S)-2-(4,10-bis(2-(tert-butoxy)-2-oxoethyl)-7-(4-ethoxybenzyl)-1,4,7,10-tetraazacyclododecan-1-yl)pentanedioate